O=C1N(CC2CNCC21)C(=O)[O-] 3-oxohexahydropyrrolo[3,4-c]pyrrole-2(1H)-carboxylate